C1N(CC2=CC=CC=C12)CC=1OC=C(C(C1)=O)OCC1=CC=C(C=C1)S(=O)(=O)N1CCCCC1 2-(isoindolin-2-ylmethyl)-5-((4-(piperidin-1-ylsulfonyl)benzyl)oxy)-4H-pyran-4-one